octahydro-4,7-methano-5H-indene C1CCC2C3CCC(C12)C3